4-(N-methyl-N-(2-hydroxyethyl)amino)pyridine CN(CCO)C1=CC=NC=C1